3-(5-((3R,4R)-1-cyclopropyl-3-fluoropiperidin-4-yloxy)pyridin-2-yl)-N-(3-methylpyridin-2-yl)-1,2,4-thiadiazol-5-amine C1(CC1)N1C[C@H]([C@@H](CC1)OC=1C=CC(=NC1)C1=NSC(=N1)NC1=NC=CC=C1C)F